C(C)(C)(C)N1N=C2C(=C1)C=NC2 tert-butyl-2,6-dihydropyrrolo[3,4-c]pyrazol